C(CCCC)(=O)OC(C)COC(C)COC(C)COC(CCCC)=O tripropylene glycol dipentanate